OC=1C(=NC=C(C1)C1=CC(=NO1)C1=CC=C(C=C1)Cl)C(=O)NCC(=O)O 3-Hydroxy-5-(3-p-chlorophenylisoxazol-5-yl)picolinoyl-glycine